(E)-4-[2-(5,6-dihydro-5,5-dimethyl-8-phenyl-2-naphthalenyl)ethenyl]benzoic acid CC1(C=2C=CC(=CC2C(=CC1)C1=CC=CC=C1)/C=C/C1=CC=C(C(=O)O)C=C1)C